BrC=1C=CC(=C(C1)NC[C@@H](CCCOC1=C(C=NN1C)C1=CC(=CN(C1=O)C1CC1)C(=O)OC)C)[N+](=O)[O-] methyl 5-(5-{[(4R)-5-[(5-bromo-2-nitrophenyl) amino]-4-methylpentyl] oxy}-1-methylpyrazol-4-yl)-1-cyclopropyl-6-oxopyridine-3-carboxylate